N(=[N+]=[N-])C\C=C\CCCCC (E)-1-azidooct-2-ene